2-oxo-2,3-dihydro-1H-indole-5-carboxamide O=C1NC2=CC=C(C=C2C1)C(=O)N